N-{(S)-1-carbonyl-1-{{(S)-1-carbonyl-3-[(S)-2-carbonylpyrrolidin-3-yl]propan-2-yl}amino}-3-phenylpropan-2-yl}quinoxaline-2-carboxamide C(=O)=C([C@H](CC1=CC=CC=C1)NC(=O)C1=NC2=CC=CC=C2N=C1)N[C@H](C=C=O)C[C@H]1C(NCC1)=C=O